α-hydroxyhexadecylphosphonic acid OC(CCCCCCCCCCCCCCC)P(O)(O)=O